ClC1=NC(=NC(=N1)C1=CC=CC=C1)C1=CC=C(C=C1)N1C2=CC=CC=C2NC=2C=CC=CC12 10-(4-(4-chloro-6-phenyl-1,3,5-triazin-2-yl)phenyl)-10H-phenazine